C(#N)[B-](C#N)(C#N)C#N.C(C1=CC=CC=C1)N1C=[N+](C=C1)C 1-benzyl-3-methylimidazolium tetracyanoborate